methyl (S)-1-(2-((2-aminophenyl)amino)-3-(p-tolyl)propanoyl)azetidine-3-carboxylate NC1=C(C=CC=C1)N[C@H](C(=O)N1CC(C1)C(=O)OC)CC1=CC=C(C=C1)C